(Z)-3-(5-((3-(3-(4-(1-(4-hydroxyphenyl)-2-phenylbut-1-en-1-yl)phenoxy)propoxy)propyl)amino)-1-oxoisoindolin-2-yl)piperidine-2,6-dione OC1=CC=C(C=C1)/C(=C(\CC)/C1=CC=CC=C1)/C1=CC=C(OCCCOCCCNC=2C=C3CN(C(C3=CC2)=O)C2C(NC(CC2)=O)=O)C=C1